(2R)-4-Methyl-2-(methylamino)-N-[4-(1H-pyrrolo[2,3-b]pyridin-4-yl)phenyl]pentanamide CC(C[C@H](C(=O)NC1=CC=C(C=C1)C1=C2C(=NC=C1)NC=C2)NC)C